N-(4-hydroxy-3-(trifluoromethyl)phenyl)acrylamide OC1=C(C=C(C=C1)NC(C=C)=O)C(F)(F)F